BrC1=NC(=CC=C1)C(C)(C)F 2-bromo-6-(2-fluoroprop-2-yl)pyridine